[8-(1-octylnonoxy)-8-oxo-octyl](2S,4S)-4-amino-1-(6-oxo-6-undecoxy-hexyl)pyrrolidine-2-carboxylate C(CCCCCCC)C(CCCCCCCC)OC(CCCCCCCOC(=O)[C@H]1N(C[C@H](C1)N)CCCCCC(OCCCCCCCCCCC)=O)=O